FC(C(F)(F)F)N(C)C tetrafluoroethyl-N,N-dimethylamine